BrC=1C=CC(=C(C1)N(CC(=O)NC)C)C=O 2-[(5-BROMO-2-FORMYLPHENYL)(METHYL)AMINO]-N-METHYLACETAMIDE